tert-butyl 3-(4-chloro-6-hydroxy-3-quinolyl)-1-oxa-8-azaspiro[4.5]dec-2-ene-8-carboxylate ClC1=C(C=NC2=CC=C(C=C12)O)C1=COC2(C1)CCN(CC2)C(=O)OC(C)(C)C